but-2-enoic acid lithium salt [Li+].C(C=CC)(=O)[O-]